S(=O)(=O)=C1C(C#N)C=CC=C1Cl sulphonyl-3-chlorobenzonitrile